C1=CC(=CC=2OC3=CC(=CC=C3NC12)C1=CC=C(N(C2=CC=CC=C2)C2=CC=CC=C2)C=C1)C1=CC=C(N(C2=CC=CC=C2)C2=CC=CC=C2)C=C1 4,4'-(10H-phenoxazine-3,7-diyl)bis(N,N-diphenylaniline)